CC1(OC=2C=C(C(=C(C2[C@H]2[C@H]1CCC(=C2)C)O)C2=CC=NC=C2)CCCCC)C (6aR,10aR)-6,6,9-trimethyl-3-pentyl-2-(pyridin-4-yl)-6a,7,8,10a-tetrahydro-6H-benzo[c]chromen-1-ol